N1=C(C=CC=C1)C1=NN=C(O1)C(=O)[O-].[Li+] lithium 5-(pyridin-2-yl)-1,3,4-oxadiazole-2-carboxylate